C(C)(C)(C)OC(=O)NC1=NC=CC=C1 2-((tert-butoxycarbonyl)amino)-pyridin